4-[(2-fluorophenyl)ethynyl]pyridin-3-amine FC1=C(C=CC=C1)C#CC1=C(C=NC=C1)N